Racemic-3-hydroxy-4-methylenepyrrolidine-1-carboxylic acid tert-butyl ester C(C)(C)(C)OC(=O)N1C[C@@H](C(C1)=C)O |r|